(R)-1-((4-(3-chloro-2-methylphenylamino)pyrido[3,2-d]pyrimidin-7-yl)methyl)pyrrolidin-3-ol ClC=1C(=C(C=CC1)NC=1C2=C(N=CN1)C=C(C=N2)CN2C[C@@H](CC2)O)C